FC(C(C(C(F)(F)F)(C(F)(F)F)F)=O)(F)F 1,1,1,3,4,4,4-heptafluoro-3-trifluoromethylbutan-2-one